5-amino-3-methylthio-1,2,4-triazine-6-carboxylic acid ethyl ester C(C)OC(=O)C1=C(N=C(N=N1)SC)N